BrC=1C(=C(C#N)C(=CC1)Cl)Cl 3-bromo-2,6-dichlorobenzonitrile